1-(2-methoxyethyl)-1,4-dihydroquinolin-4-one hydrochloride Cl.COCCN1C=CC(C2=CC=CC=C12)=O